tert-butyl (3S,4R)-3-fluoro-4-((8-((3-methyl-4-((1-methyl-1H-benzo[d]imidazol-5-yl)oxy)phenyl)amino)pyrimido[5,4-d]pyrimidin-2-yl)oxy)pyrrolidine-1-carboxylate F[C@H]1CN(C[C@H]1OC=1N=CC2=C(N1)C(=NC=N2)NC2=CC(=C(C=C2)OC2=CC1=C(N(C=N1)C)C=C2)C)C(=O)OC(C)(C)C